FC1(C=2C=CC=NC2C(CC1)=C)C(=O)OC methyl 5-fluoro-8-methylene-5,6,7,8-tetrahydroquinoline-5-carboxylate